NCC1(CCN(CC1)C1=NN2C(S1)=NC=C2C2=C(C=C(C=C2)C(C)C)OC)O 4-(aminomethyl)-1-(5-(4-isopropyl-2-methoxyphenyl)imidazo[2,1-b][1,3,4]thiadiazol-2-yl)piperidin-4-ol